cis-2-(2,6-Dioxopiperidin-3-yl)-5-((5-(4-(4-(7-hydroxy-3-phenylchroman-4-yl)phenyl)piperazin-1-yl)pentyl)amino)isoindolin-1,3-dion O=C1NC(CCC1N1C(C2=CC=C(C=C2C1=O)NCCCCCN1CCN(CC1)C1=CC=C(C=C1)[C@@H]1[C@@H](COC2=CC(=CC=C12)O)C1=CC=CC=C1)=O)=O